(1-(difluoromethyl)cyclopropyl)aniline FC(C1(CC1)NC1=CC=CC=C1)F